2-[4-(trifluoromethyl)phenyl]ethynylpiperidine-1-carboxylate FC(C1=CC=C(C=C1)C#COC(=O)N1CCCCC1)(F)F